3-fluoro-7-((4-(2-methyl-6-(methylcarbamoyl)pyridin-3-yl)piperazin-1-yl)methyl)-6-chloropyrazolo[1,5-a]quinoxalin-4(5H)-one FC=1C=NN2C1C(NC1=C(C(=CC=C21)CN2CCN(CC2)C=2C(=NC(=CC2)C(NC)=O)C)Cl)=O